C1=C(C=CC2=CC=CC=C12)SC1=C(N=NN1)C(=O)O 5-(naphthalen-2-ylthio)1H-1,2,3-triazole-4-carboxylic acid